[B].[B].C(CCC)(O)O butanediol diboron